CS(=O)(=O)C1=CC=C(C=C1)N1CCN(CC1)C1CC2=C(N(N=C2CC1)C1=NC=CC=C1)O 5-[4-(4-methylsulfonylphenyl)-piperazin-1-yl]-2-pyridin-2-yl-4,5,6,7-tetrahydro-2H-indazol-3-ol